CC1=C(C(=C(C(=C1C)O)C)C)O 2,3,5,6-Tetramethylbenzene-1,4-diol